C(C1=CC=CC=C1)OC(=O)N[C@@H]1CN(CC=CC1)C(=O)OCC1=CC=CC=C1 benzyl (3S)-3-(benzyloxycarbonylamino)-2,3,4,7-tetrahydroazepine-1-carboxylate